CS(=O)C1=NC=C(C(=N1)NCCCN1CCOCCC1=O)C(F)(F)F 4-(3-((2-(methylsulfinyl)-5-(trifluoromethyl)pyrimidin-4-yl)amino)propyl)-1,4-oxazepan-5-one